4-(1-naphthyl)anthracene C1(=CC=CC2=CC=CC=C12)C1=CC=CC2=CC3=CC=CC=C3C=C12